BrC1=NC(=CC2=C(C=CC=C12)C(C)C)NC1=NC(=NC=C1)N1C[C@@H]([C@@H](CC1)OC)F bromo-N-(2-((3S,4R)-3-fluoro-4-methoxypiperidin-1-yl)pyrimidin-4-yl)-5-isopropylisoquinolin-3-amine